(16Z)-N,N-Dimethylpentacos-16-en-8-amine CN(C(CCCCCCC)CCCCCCC\C=C/CCCCCCCC)C